2-(1H-Pyrazol-4-yl)-N-(3-(Pyridin-2-yl)-1-(2-(2,2,2-Trifluoroethoxy)ethyl)-1H-pyrazol-4-yl)oxazol-4-carboxamid N1N=CC(=C1)C=1OC=C(N1)C(=O)NC=1C(=NN(C1)CCOCC(F)(F)F)C1=NC=CC=C1